(R)-4-(3-(1-(5-fluoro-3-methylbenzofuran-2-yl)ethyl)ureido)benzamide FC=1C=CC2=C(C(=C(O2)[C@@H](C)NC(NC2=CC=C(C(=O)N)C=C2)=O)C)C1